(E,6S)-N'-[1-(1H-Benzimidazol-2-ylmethyl)-2-oxo-3-pyridyl]-6-(3-hydroxypropanoylamino)N,N-dimethyl-hept-2-endiamid N1C(=NC2=C1C=CC=C2)CN2C(C(=CC=C2)NC([C@H](CC/C=C/C(=O)N(C)C)NC(CCO)=O)=O)=O